NC1(COC1)CNC1=NC(=NC2=CC=C(C=C12)C)N1CC2(CC2)S(C2=C(C1)C=CC=C2)(=O)=O 4-(4-(((3-aminooxetan-3-yl)methyl)amino)-6-methylquinazolin-2-yl)-4,5-dihydro-3H-spiro[benzo[f][1,4]thiazepin-2,1'-Cyclopropane]-1,1-dioxide